N-(4,4-difluoro-6,7-dihydro-5H-pyrazolo[1,5-a]pyridin-2-yl)-4-methyl-3-[2-[5-(1-methylpyrrolidin-3-yl)-3-pyridyl]ethynyl]benzamide FC1(C=2N(CCC1)N=C(C2)NC(C2=CC(=C(C=C2)C)C#CC=2C=NC=C(C2)C2CN(CC2)C)=O)F